((2-(hydroxymethyl)benzyl)oxy)-1-naphthalenealdehyde OCC1=C(COC2=C(C3=CC=CC=C3C=C2)C=O)C=CC=C1